CC1=NC(=NO1)C=1C=C2CCC(C2=CC1)NC(C1=CC=CC=C1)=O N-(5-(5-methyl-1,2,4-oxadiazol-3-yl)-2,3-dihydro-1H-inden-1-yl)benzamide